FC1=CC(=CNC1=O)C1=CC=C(C=C1)[C@@H](CCN1CCCCC1)NC(OC(C)(C)C)=O (R)-tert-butyl (1-(4-(5-fluoro-6-oxo-1,6-dihydropyridin-3-yl) phenyl)-3-(piperidin-1-yl)propyl)carbamate